benzyl 4-[4-[3-(tertbutoxy carbonylamino)propyl-methyl-carbamoyl]phenyl]-1,4-diazepane-1-carboxylate C(C)(C)(C)OC(=O)NCCCN(C(=O)C1=CC=C(C=C1)N1CCN(CCC1)C(=O)OCC1=CC=CC=C1)C